C(#N)C1=C(C=C(C=C1)NC(C(=C)CNC1=CC(=C(C=C1)C#N)C(F)(F)F)=O)C(F)(F)F N-(4-Cyano-3-(trifluoromethyl)phenyl)-2-(((4-cyano-3-(trifluoromethyl)phenyl)amino)methyl)acrylamide